ClCC1COCC1 3-(chloromethyl)oxolane